N1(C=NC=C1)C(=O)OC(CCOC(CCC(OCCCCCCCC)OCCCCCCCC)=O)CCOC(CCCCCCC\C=C/C\C=C/CCCCC)=O 1-((4,4-bis(octyloxy)butanoyl)oxy)-5-(((9Z,12Z)-octadeca-9,12-dienoyl)oxy)pentan-3-yl 1H-imidazole-1-carboxylate